(5-(4-Methoxyphenyl)-1-propionyl-4,5-dihydro-1H-pyrazol-3-yl)-4-methylquinolin-2(1H)-one COC1=CC=C(C=C1)C1CC(=NN1C(CC)=O)N1C(C=C(C2=CC=CC=C12)C)=O